3,5-Bis(trifluoromethyl)benzyl (E)-3-(1-(3,5-bis(trifluoromethyl)benzyl)-1H-pyrrolo[2,3-b]pyridin-3-yl)-2-cyanoacrylate FC(C=1C=C(CN2C=C(C=3C2=NC=CC3)/C=C(/C(=O)OCC3=CC(=CC(=C3)C(F)(F)F)C(F)(F)F)\C#N)C=C(C1)C(F)(F)F)(F)F